tert-Butyl 4-tert-butoxy-2-[5-methoxy-2-oxo-4-(4,4,5,5-tetramethyl-1,3,2-dioxaborolan-2-yl)pyridin-1(2H)-yl]butanoate C(C)(C)(C)OCCC(C(=O)OC(C)(C)C)N1C(C=C(C(=C1)OC)B1OC(C(O1)(C)C)(C)C)=O